(S)-benzyl-2-((S)-(4-methoxyphenylcarbamoyl)(4-methoxyphenyl)methylcarbamoyl)pyrrolidine-1-carboxylate C(C1=CC=CC=C1)OC(=O)N1[C@@H](CCC1)C(N(CC1=CC=C(C=C1)OC)C(NC1=CC=C(C=C1)OC)=O)=O